COC(=O)C1=CN=C(S1)Br.FC=1C(=NC=CC1)[C@H](C)NC=1SC(=CN1)C(=O)OC Methyl 2-{[(1S)-1-(3-fluoropyridin-2-yl)ethyl]amino}-1,3-thiazole-5-carboxylate Methyl-2-bromo-1,3-thiazole-5-carboxylate